ClC1=CC=C2C(=N1)N(C(=C2)C2=C(C=CC=C2)C2CC2)COCC[Si](C)(C)C 6-chloro-2-(2-cyclopropylphenyl)-1-((2-(trimethylsilyl)ethoxy)methyl)-1H-pyrrolo[2,3-b]pyridine